tridecyl salicylate C(C=1C(O)=CC=CC1)(=O)OCCCCCCCCCCCCC